1-(4-(2-((1-(3,4-difluorophenyl)-1H-pyrazol-3-yl)methoxy)ethyl)piperazin-1-yl)ethanone hydrochloride Cl.FC=1C=C(C=CC1F)N1N=C(C=C1)COCCN1CCN(CC1)C(C)=O